C(C=C)OC1=C(C=C(C(=C1)C(=O)O)OCC=C)C(=O)O 2,5-diallyl-oxy-1,4-benzenedicarboxylic acid